FC(C)(F)C1=CC(=C(C=C1)F)[N+](=O)[O-] 4-(1,1-difluoroethyl)-1-fluoro-2-nitrobenzene